C(CCCCCCCCCCCCCCC)(=O)NC(CO)C(CCCCCCC)O 2-hexadecanoylaminodecane-1,3-diol